octanoic acid-13C [13C](CCCCCCC)(=O)O